Phenylpyridinyl-(terphenylyl)indolocarbazole C1(=CC=CC=C1)C1=C(C(=C2C(=C1)N=C1C=CC3=C4C=CC=CC4=NC3=C12)C1=C(C=CC=C1)C=1C(=CC=CC1)C1=CC=CC=C1)C1=NC=CC=C1